C(C)OC(CBr)OC1C(=C(CC1)C)C bromoacetaldehyde 2,3-dimethyl-2-cyclopentenyl ethyl acetal